CN1CCC1 methylazetidin